2-(2-hydroxyethyl-sulfonylamino)-N-((1-methyl-1H-pyrrol-2-yl)methyl)thiazole-4-carboxamide OCCS(=O)(=O)NC=1SC=C(N1)C(=O)NCC=1N(C=CC1)C